N[C@H]1C2N(CC1CC2)C(=O)C=2C=C(C1=C(SC(=C1C)C=1N(C3=CC(=CC=C3C1)C1=C(C(=CC=C1)F)C)CC1CC1)C2)OC ((7R)-7-amino-2-azabicyclo[2.2.1]hept-2-yl)(2-(1-(cyclopropylmethyl)-6-(3-fluoro-2-methylphenyl)-1H-indol-2-yl)-4-methoxy-3-methylbenzo[b]thiophen-6-yl)methanone